NC1CN(C1)C1=CC(=NC=C1)NC(=O)NC1CCN(CC1)C=1NC2=NC=NC(=C2N1)N1CCOCC1 1-[4-(3-aminoazetidin-1-yl)pyridin-2-yl]-3-{1-[6-(morpholin-4-yl)-9H-purin-8-yl]piperidin-4-yl}urea